4-benzyloxy-2-[5-tert-butyl-2-(4,4-difluorocyclohexyl)-4-methyl-pyrazol-3-yl]-1,6-naphthyridine-5-carbonitrile C(C1=CC=CC=C1)OC1=CC(=NC=2C=CN=C(C12)C#N)C=1N(N=C(C1C)C(C)(C)C)C1CCC(CC1)(F)F